C(C1=CC=CC=C1)O[C@H]1CC[C@@H](OC1)CO[Si](C1=CC=CC=C1)(C1=CC=CC=C1)C(C)(C)C trans-((5-(benzyloxy)tetrahydro-2H-pyran-2-yl)methoxy)(tert-butyl)diphenylsilane